2-((6-((3-chloro-5-cyano-6-((3R,4s,5S)-4-hydroxy-3,5-dimethylpiperidin-1-yl)pyridin-2-yl)amino)-1-methyl-2-oxo-1,2-dihydroquinolin-3-yl)oxy)-N-methylacetamide ClC=1C(=NC(=C(C1)C#N)N1C[C@H](C([C@H](C1)C)O)C)NC=1C=C2C=C(C(N(C2=CC1)C)=O)OCC(=O)NC